CN1C(C[C@@H](CC1)[C@H](CN[C@H](C1=CC=CC=C1)[C@@H]1CNC2=C(O1)N=CC(=C2)C=2C=NN(C2)C)C)=O |&1:4,7| (R and S)-1-methyl-4-((R and S)-1-(((R)-((S)-7-(1-methyl-1H-pyrazol-4-yl)-2,3-dihydro-1H-pyrido[2,3-b][1,4]oxazin-3-yl)(phenyl)methyl)amino)propan-2-yl)piperidin-2-one